hydroxyphenylthiazole C1=CC=C(C=C1)C2=NC(=CS2)O